5-((2-(methylamino)-5-(prop-1-en-2-yl)pyridin-4-yl)oxy)pyrimidine-2,4-diamine CNC1=NC=C(C(=C1)OC=1C(=NC(=NC1)N)N)C(=C)C